C(=O)C=1C=C(C(=O)N2CC3(C4=CC(=CC=C24)NS(=O)(=O)C)CCC2(CC3)CC2)C=CC1 N-(1''-(3-formylbenzoyl)dispiro[cyclopropane-1,1'-cyclohexane-4',3''-indolin]-5''-yl)methanesulfonamide